COC1=NC(=CC(=N1)B(O)O)Cl 2-METHOXY-6-CHLOROPYRIMIDINE-4-BORONIC ACID